C1(=C(C=CC=C1)C=1C(=C(C=CC1)O)C1=C(C=CC=C1)C)C di(tolyl)phenol